[C@@H]12N(CCN[C@@H]2CC1)C1=C(N(C=2N(C1=O)N=C(N2)C=2CCOCC2)CC(=O)NC2=C(C=C(C=C2)C(F)(F)F)Cl)CC 2-(6-((1R,6R)-2,5-diazabicyclo[4.2.0]octan-2-yl)-2-(3,6-dihydro-2H-pyran-4-yl)-5-ethyl-7-oxo-[1,2,4]triazolo[1,5-a]pyrimidin-4(7H)-yl)-N-(2-chloro-4-(trifluoromethyl)phenyl)acetamide